(5R)-2-isopropylidene-5-methyl-cyclohexanone C(C)(C)=C1C(C[C@@H](CC1)C)=O